4-iodo-3-methylbenzenesulfonamide IC1=C(C=C(C=C1)S(=O)(=O)N)C